1,3,5-tris(3,5-di-tert-butyl-4-hydroxy-benzyl)-2,4,6-trimethyl-benzene C(C)(C)(C)C=1C=C(CC2=C(C(=C(C(=C2C)CC2=CC(=C(C(=C2)C(C)(C)C)O)C(C)(C)C)C)CC2=CC(=C(C(=C2)C(C)(C)C)O)C(C)(C)C)C)C=C(C1O)C(C)(C)C